[Mg].N1=CC(=CC=C1)C=1SC(=CN1)C1=CC=CC(=N1)C1=NC=CC=N1 2-[6-[2-(3-pyridyl)-5-thiazolyl]-2-pyridyl]pyrimidine magnesium